benzo-thiomorpholine S1CCNC2=C1C=CC=C2